4-((R or S)-1-((((R or S)-7-(1-methyl-1H-pyrazol-4-yl)-2,3-dihydro-1H-pyrido[2,3-b][1,4]oxazin-3-yl)methyl)amino)propan-2-yl)benzonitrile CN1N=CC(=C1)C1=CC2=C(O[C@@H](CN2)CNC[C@H](C)C2=CC=C(C#N)C=C2)N=C1 |o1:11,17|